2-methoxy-2-methyl-propanol COC(CO)(C)C